3-(2-((6,6-dimethyl-2,4-dioxo-3-azabicyclo[3.1.0]hex-3-yl)methyl)thieno[3,2-b]pyridin-7-yl)-5-methylbenzonitrile CC1(C2C(N(C(C12)=O)CC1=CC2=NC=CC(=C2S1)C=1C=C(C#N)C=C(C1)C)=O)C